C(=O)C1=C(C(=CC(=C1C(N(C)C)=O)OC)C=O)S 2,6-diformyl-4-methoxy-N,N-dimethylcarbamoyl-thiophenol